O1C2=C(OCC1)C=C(C=C2)C(=O)NC=2C=C(C(=NC2)C)NC(=O)C2=CC=C1C=CC=NC1=C2 N-(5-(2,3-Dihydrobenzo[b][1,4]dioxine-6-carboxamido)-2-methylpyridin-3-yl)quinoline-7-carboxamide